(2S,3S,4S,5R,6S)-3,4,5-Triacetoxy-6-[4-(hydroxymethyl)phenoxy]tetrahydropyran-2-carboxylic acid methyl ester COC(=O)[C@H]1O[C@H]([C@@H]([C@H]([C@@H]1OC(C)=O)OC(C)=O)OC(C)=O)OC1=CC=C(C=C1)CO